((2R,3S,4R,5S)-5-(7-amino-1H-pyrazolo[4,3-d]pyrimidin-3-yl)-3,4-dihydroxytetrahydrofuran-2-yl)methyl tetrahydrogen triphosphate O(P(O)(=O)OP(=O)(O)OP(=O)(O)O)C[C@H]1O[C@H]([C@@H]([C@@H]1O)O)C1=NNC2=C1N=CN=C2N